N-[3-[2-(difluoromethoxy)-5-[3-(4-methylmorpholin-2-yl)phenoxy]phenyl]-1-methyl-pyrazol-4-yl]pyrazolo[1,5-a]pyrimidine-3-carboxamide FC(OC1=C(C=C(C=C1)OC1=CC(=CC=C1)C1CN(CCO1)C)C1=NN(C=C1NC(=O)C=1C=NN2C1N=CC=C2)C)F